1-(1H-indol-1-yl)-3-((2-((3-(trifluoromethyl)pyridin-2-yl)amino)ethyl)amino)-propan-2-ol N1(C=CC2=CC=CC=C12)CC(CNCCNC1=NC=CC=C1C(F)(F)F)O